INDOLEACETALDEHYDE C1=CC=C2C(=C1)C(=CN2)CC=O